N-((1r,3r)-3-(4-cyano-3-methoxyphenoxy)-2,2,4,4-tetramethylcyclobutyl)-4-(4-(hydroxymethyl)piperidin-1-yl)benzamide C(#N)C1=C(C=C(OC2C(C(C2(C)C)NC(C2=CC=C(C=C2)N2CCC(CC2)CO)=O)(C)C)C=C1)OC